4-(difluoromethoxy)-3,5-difluoroaniline FC(OC1=C(C=C(N)C=C1F)F)F